CN1CCN(CC1)C1=NC=NC2=CC=C(C=C12)C1=CNC2=NC=C(C=C21)C=2C(=NC=CC2)C 4-(4-methylpiperazin-1-yl)-6-(5-(2-methylpyridin-3-yl)-1H-pyrrolo[2,3-b]pyridin-3-yl)quinazoline